CN1C(C=C2C=CC(C=C12)=O)C(=O)N 1-methyl-6-oxoindole-2-carboxamide